[C@H]1([C@H](C([C@H]([C@@H](C1O)N=C(N)N)O)O)O)N=C(N)N The molecule is an amino cyclitol that is scyllo-inositol in which the hydroxy groups at positions 1 and 3 are replaced by guanidino groups. It has a role as a metabolite. It is a member of guanidines and an amino cyclitol. It derives from a scyllo-inositol.